(R)-3-(4-chlorophenyl)-4-fluoro-3-((1-hydroxycyclopropyl)methoxy)-2-((6-methoxypyridin-3-yl)methyl)-6-(1-methyl-1H-pyrazole-4-carbonyl)isoindolin-1-one ClC1=CC=C(C=C1)[C@@]1(N(C(C2=CC(=CC(=C12)F)C(=O)C=1C=NN(C1)C)=O)CC=1C=NC(=CC1)OC)OCC1(CC1)O